(2S,3R,4S,5S)-6-[[1-[2-[4-(3-[1-(5-ethylpyrimidin-2-yl)-4-piperidyl]propoxy)-2-fluoro-phenyl]acetyl]azetidin-3-yl]methylamino]-2,3,4,5-tetrahydroxy-hexanoic acid C(C)C=1C=NC(=NC1)N1CCC(CC1)CCCOC1=CC(=C(C=C1)CC(=O)N1CC(C1)CNC[C@@H]([C@@H]([C@H]([C@@H](C(=O)O)O)O)O)O)F